5-(3,5-dimethyl-4-(4-(tetrahydro-2H-pyran-4-yl)piperazin-1-yl)phenyl)-3-(4-(N-cyclopentyl-S-methylsulphonimidoyl)phenyl)-1H-pyrrolo[2,3-b]pyridine CC=1C=C(C=C(C1N1CCN(CC1)C1CCOCC1)C)C=1C=C2C(=NC1)NC=C2C2=CC=C(C=C2)S(=O)(=NC2CCCC2)C